2-(8-acetamido-2-azido-6-fluoro-5-methyl-1-oxo-1,2,3,4-tetrahydronaphthalen-2-yl)ethyl acetate C(C)(=O)OCCC1(C(C2=C(C=C(C(=C2CC1)C)F)NC(C)=O)=O)N=[N+]=[N-]